O=C1C(=COC2=C1C=CC=C2)C=NNC(C2=CN=CC=C2)=O N'-((4-oxo-4H-benzopyran-3-yl)methylene)nicotinic acid hydrazide